N-{[4-(Aminomethyl)phenyl]methyl}-4-methyl-1-(4-methylfuran-3-carbonyl)-3-[4-(pyrrolidin-1-sulfonyl)-3-(trifluoromethyl)piperazin-2-yl]-1H-pyrazol-5-amin NCC1=CC=C(C=C1)CNC1=C(C(=NN1C(=O)C1=COC=C1C)C1NCCN(C1C(F)(F)F)S(=O)(=O)N1CCCC1)C